FC1=CC=C(C=C1)S(=O)(=O)N1CC2(CC2)C[C@H]1C1=NC(=NO1)CCCC1=CC=CC=C1 (S)-5-(5-((4-fluorophenyl)sulfonyl)-5-azaspiro[2.4]heptan-6-yl)-3-(3-phenylpropyl)-1,2,4-oxadiazole